C(C)(=O)OC(C(C(=O)OCC)=C)C1=NC=CC=C1Br ethyl 2-[(acetyloxy)(3-bromopyridin-2-yl)methyl]prop-2-enoate